(2S)-2-amino-3-[4-(4-hydroxy-3-iodophenoxy)-3,5-diiodophenyl]propanoic acid N[C@H](C(=O)O)CC1=CC(=C(C(=C1)I)OC1=CC(=C(C=C1)O)I)I